8-bromo-7-(pyridin-2-yl)-2-sulfanyl-3H-pyrazolo[1,5-a][1,3,5]triazin-4-one BrC=1C(=NN2C1N=C(NC2=O)S)C2=NC=CC=C2